C(CC)OC(C1=CC(=C(C=C1)OCCCCCCCCCCCCCCCC)OC)=O 4-Hexadecyloxy-3-methoxybenzoic acid propyl ester